3-(4-(1-amino-isopropyl)phenyl)-3,8-diazabicyclo[3.2.1]octane-8-carboxylic acid tert-butyl ester C(C)(C)(C)OC(=O)N1C2CN(CC1CC2)C2=CC=C(C=C2)C(C)(C)N